BrC=1C=C(CCC2=NC=3N(C(N(C(C3N2)=O)CC#C)=O)CCCCP(OCC)(OCC)=O)C=CC1 Diethyl (4-(8-(3-bromophenethyl)-2,6-dioxo-1-(prop-2-yn-1-yl)-1,2,6,7-tetrahydro-3H-purin-3-yl)butyl)phosphonate